(4-bromophenyl)-3,8-diazabicyclo[3.2.1]octane-8-carboxylic acid tert-butyl ester C(C)(C)(C)OC(=O)N1C2(CNCC1CC2)C2=CC=C(C=C2)Br